3-(1-benzyl-2-((4-(2-(4-chlorophenyl)-2,3-dihydrobenzo[b][1,4]dioxin-5-yl)piperidin-1-yl)methyl)-1H-imidazol-5-yl)acrylic acid C(C1=CC=CC=C1)N1C(=NC=C1C=CC(=O)O)CN1CCC(CC1)C1=CC=CC=2OC(COC21)C2=CC=C(C=C2)Cl